N(C1=CC=CC=C1)C1=NC=C(C(=N1)NCC=1C(=NC=CN1)N(S(=O)(=O)C)C)C(F)(F)F N-[3-({[2-anilino-5-(trifluoromethyl)pyrimidin-4-yl]amino}methyl)pyrazin-2-yl]-N-methylmethane-sulfonamide